BrC1=CC=C2C(N(N(C2=C1)C(=O)OC(C)(C)C)C)=O tert-butyl 6-bromo-2-methyl-3-oxo-2,3-dihydro-1H-indazole-1-carboxylate